C(C)(C)(C)OC(=O)N1[C@@H](CC(C1)COC)COC=1C(=NC=CC1I)F (2S)-2-(((2-fluoro-4-iodopyridin-3-yl)oxy)methyl)-4-(methoxymethyl)-pyrrolidine-1-carboxylic acid tert-butyl ester